CN(C)CC(=O)OC(CCCCCCCCCCCCCCCCC)=O stearoyl dimethylaminoacetate